5-chloro-3-fluoro-2-[1-methyl-5-[(3R)-pyrrolidin-3-yl]oxy-imidazo[4,5-b]pyrazin-2-yl]phenol ClC=1C=C(C(=C(C1)O)C1=NC=2C(=NC=C(N2)O[C@H]2CNCC2)N1C)F